NC1=NC=2C(=CC=CC2C=2N1N=C(N2)CCNC21CC(C2)(C1)C(C)(C)O)OC 2-(3-((2-(5-amino-7-methoxy-[1,2,4]triazolo[1,5-c]quinazolin-2-yl)ethyl)amino)bicyclo[1.1.1]pentan-1-yl)propan-2-ol